[tris(2-methoxyethoxy)silyl]propyl 2-methyl-2-propenoate CC(C(=O)OCCC[Si](OCCOC)(OCCOC)OCCOC)=C